ClC=1C=C(C=CC1F)C1=CSC2=C1C(N(C=C2)CC(=O)N2CC(C2)(C)F)=O 3-(3-chloro-4-fluorophenyl)-5-(2-(3-fluoro-3-methylazetidin-1-yl)-2-oxoethyl)thieno[3,2-c]pyridin-4(5H)-one